C(C)(C)(C)C1=NC(=NO1)C(=O)N[C@@H]1CCCCC2=C1C=CC(=C2F)C2=NC=NC(=N2)NC=2C=NN(C2)C (R)-5-(tert-butyl)-N-(1-fluoro-2-(4-((1-methyl-1H-pyrazol-4-yl)amino)-1,3,5-triazin-2-yl)-6,7,8,9-tetrahydro-5H-benzo[7]annulen-5-yl)-1,2,4-oxadiazole-3-carboxamide